allyloxyterephthaloyl-hydrazine C(C=C)OC(C1=CC=C(C(=O)NN)C=C1)=O